C(C)(C)(C)OCCCCCC[Si](C1C2=CC=CC=C2C=2N(C=3C=CC(=CC3C21)C)C)(C)Cl 10-((6-(tertbutoxy)hexyl)chloro(methyl)silyl)-5,8-dimethyl-5,10-dihydroindeno[1,2-b]indole